(4aR,8aS)-6-(3-(4-(3-(Trifluoromethyl)pyrrolidin-1-yl)phenyl)azetidine-1-carbonyl)hexahydro-2H-pyrido[4,3-b][1,4]oxazin-3(4H)-one FC(C1CN(CC1)C1=CC=C(C=C1)C1CN(C1)C(=O)N1C[C@@H]2[C@@H](OCC(N2)=O)CC1)(F)F